C(C1=CC=CC=C1)CN(CCC1=CC=CC=C1)CC1(CC1)OC N,N-dibenzylmethyl-1-(1-methoxycyclopropyl)methyl-amine